CC1=C(C(=O)OC)C=C(C=C1)OCCNCC(F)(F)F Methyl 2-methyl-5-(2-((2,2,2-trifluoroethyl) amino)ethoxy)benzoate